4-chloro-N-(2-chloroethyl)benzenesulfonamide ClC1=CC=C(C=C1)S(=O)(=O)NCCCl